(2-methyl-1,4-oxaazepan-4-yl)pyrazole CC1OCCCN(C1)C1=NNC=C1